C(CCCCCCCCCCC)(=O)[O-].C(CCCCCCCCCCC)(=O)[O-].C(C1=CC=C(C(=O)[O-])C=C1)(=O)[O-].C(CCC)[Sn+4]CCCC dibutyltin terephthalate dilaurate